benzyl (2R,3S)-2,3-dihydroxy-3-[4-(morpholin-4-yl)naphthalen-1-yl]propanoate O[C@@H](C(=O)OCC1=CC=CC=C1)[C@H](C1=CC=C(C2=CC=CC=C12)N1CCOCC1)O